Rac-(4aS,8aS)-7-[3-[[2-fluoro-4-(trifluoromethyl)phenyl]methoxy]azetidine-1-carbonyl]-4-hydroxy-1,3,4,4a,5,6,8,8a-octahydro-1,7-naphthyridin-2-one FC1=C(C=CC(=C1)C(F)(F)F)COC1CN(C1)C(=O)N1CC[C@@H]2C(CC(N[C@@H]2C1)=O)O |r|